C1(=CC(=CC=C1)NC1=NC2=C(C3=CC=NC=C13)C1=C(N2)C=NC=C1)C N-(m-tolyl)-7H-pyrido[4',3':4,5]pyrrolo[2,3-c][2,7]naphthyridin-5-amine